tert-Butyl N-tert-butoxycarbonyl-N-[[8-(hydroxymethyl)-5-[4-(trifluoromethoxy) phenyl]-7-quinolyl]methyl]carbamate C(C)(C)(C)OC(=O)N(C(OC(C)(C)C)=O)CC1=CC(=C2C=CC=NC2=C1CO)C1=CC=C(C=C1)OC(F)(F)F